N-(3-fluorophenyl)sulfonyl-6-[3-[(2,2,3,3-tetramethylcyclopropyl)methoxy]Pyrazol-1-yl]-2-[(4S)-2,2,4-trimethylpyrrolidine-1-yl]Pyridine-3-carboxamide FC=1C=C(C=CC1)S(=O)(=O)NC(=O)C=1C(=NC(=CC1)N1N=C(C=C1)OCC1C(C1(C)C)(C)C)N1C(C[C@@H](C1)C)(C)C